CC(CCC=C(C)C)C1=CC=C(C=C1)C 4-(1,5-DIMETHYL-4-HEXENYL)-1-METHYLBENZENE